C(C)OC=1C(=CC2=CN(N=C2C1)C12COC(C1)(C2)C)C(=O)O 6-Ethoxy-2-(1-methyl-2-oxabicyclo[2.1.1]hexan-4-yl)-2H-indazole-5-carboxylic acid